(S)-4-(3-(2-(methoxymethoxy)phenyl)-5-methyl-7,8-dihydro-5H-pyrido[3',4':4,5]pyrrolo[2,3-c]pyridazin-6(9H)-yl)cyclohexanecarbaldehyde COCOC1=C(C=CC=C1)C1=CC2=C(N=N1)NC1=C2[C@@H](N(CC1)C1CCC(CC1)C=O)C